3-Amino-4-(7-fluoro-1H-indazol-4-yl)-8-methyl-7-vinyl-1H-1,5-naphthyridin-2-one NC=1C(NC2=C(C(=CN=C2C1C1=C2C=NNC2=C(C=C1)F)C=C)C)=O